leucyl-sulfonate N[C@@H](CC(C)C)C(=O)S(=O)(=O)[O-]